C(C)N1N=CC(=C1)C1=NN2C(=NC=3C(=CC=CC3C2=N1)F)N[C@H]1C(NCCCC1)=O (3R)-3-{[2-(1-ethyl-1H-pyrazol-4-yl)-7-fluoro[1,2,4]triazolo[1,5-c]quinazolin-5-yl]amino}azepan-2-one